ClC=1C(=C(C=CC1F)[C@@H](NC(=O)[C@H]1NC(NC1)=O)[C@@H]1OC[C@H](CC1)C(F)(F)F)F |o1:8| (S)-N-((R or S)-(3-chloro-2,4-difluorophenyl)((trans)-5-(trifluoromethyl)tetrahydro-2H-Pyran-2-yl)methyl)-2-oxoimidazolidine-4-carboxamide